FC(CS(=O)CC(F)(F)F)(F)F (2,2,2-trifluoroethyl) sulfoxide